tert-butyl 6-(6-(2-formylhydrazine-1-carbonyl)-3-methylpyrazin-2-yl)-2,6-diazaspiro[3.4]octane-2-carboxylate C(=O)NNC(=O)C1=CN=C(C(=N1)N1CC2(CN(C2)C(=O)OC(C)(C)C)CC1)C